4-(4-chlorophenyl)-2-(2-thienyl)imidazole ClC1=CC=C(C=C1)C=1N=C(NC1)C=1SC=CC1